8-chloro-5-nitro-1,7-naphthyridine ClC=1N=CC(=C2C=CC=NC12)[N+](=O)[O-]